C(CCCCCCCCC(=O)OCC(CCCC)CC)(=O)OCC(CCCC)CC Bis(2-ethylhexyl) sebacat